(3-chloro-4-fluorophenyl)-3-((3-cyano-6-cyclopropylpyridin-2-yl)thio)propanamide (9Z,9'Z,12Z,12'Z)-5-(((3-(dimethylamino)propanoyl)oxy)methyl)-1,3-phenylenebis(octadeca-9,12-dienoate) CN(CCC(=O)OCC=1C=C(C=C(C1)CCCCC\C=C/C\C=C/CCCCCCCC(=O)O)CCCCC\C=C/C\C=C/CCCCCCCC(=O)O)C.ClC=1C=C(C=CC1F)C(C(=O)N)CSC1=NC(=CC=C1C#N)C1CC1